CS(=O)(=O)[O-].C(CCCCC)[N+]1(CCCCC1)C 1-hexyl-1-methylpiperidinium methanesulfonate